tridecafluorooctyl-trimethyl-(ethoxy)silane FC(C(C(C(C(F)(F)C[Si](OCC)(C)C)(F)F)(F)F)(F)F)(CCC(F)(F)F)F